IC1=CC=C(C=C1)S(=O)(=O)OCC[N-]S(=O)(=O)C1=CC=CC=C1 (2-(4-iodophenylsulfonyloxy)ethyl)(benzenesulfonyl)amide